β-Benzyl-aspartic acid C(C1=CC=CC=C1)C([C@H](N)C(=O)O)C(=O)O